C(N1C2=C(N=CC1=O)C=CC(=N2)OCC=O)([2H])([2H])[2H] 2-((4-(methyl-d3)-3-oxo-3,4-dihydropyrido[2,3-b]pyrazin-6-yl)oxy)acetaldehyde